OC=1C(OC(C1C1=CC=C(C=C1)S(=O)(=O)C)(C)C)=O hydroxy-5,5-dimethyl-4-[4-(methylsulfonyl)phenyl]-2(5H)-furanone